1-(3-chlorostyryl)tetrahydro-1H-thiophen-1-ium triflate [O-]S(=O)(=O)C(F)(F)F.ClC=1C=C(C=C[S+]2CCCC2)C=CC1